N1(C=NC=2C1=C1C(=NC2)NC=C1)C12CC(C1)(C2)N 3-(imidazo[4,5-d]pyrrolo[2,3-b]pyridin-1(6H)-yl)bicyclo[1.1.1]pentan-1-amine